NC=1C(=NC=C(C1)C(F)(F)F)C=1C=C2C=CN(C(C2=CC1F)=O)CCC[C@H](C)NC=1C=NNC(C1C(F)(F)F)=O (S)-6-(3-amino-5-(trifluoromethyl)pyridin-2-yl)-7-fluoro-2-(4-((6-oxo-5-(trifluoromethyl)-1,6-dihydropyridazin-4-yl)amino)pentyl)isoquinolin-1(2H)-one